CC1=CC=C(C=C1)\C=C\C=C\C=C\C=C\C1=CC=CC=C1 1-methyl-4-((1E,3E,5E,7E)-8-phenylocta-1,3,5,7-tetraen-1-yl)benzene